C(C)(=O)OCC(=O)NC=1SC(=C(N1)C)CC1=CC=C(C=C1)C 2-((4-methyl-5-(4-methylbenzyl)thiazol-2-yl)amino)-2-oxoethyl acetate